5-(5-Fluoro-2-((5-(piperazin-1-yl)pyridin-2-yl)amino)pyrimidin-4-yl)-N,N,4-trimethylthiazol-2-amine FC=1C(=NC(=NC1)NC1=NC=C(C=C1)N1CCNCC1)C1=C(N=C(S1)N(C)C)C